(R,Z)-2-(4-((1-(5-(2-Fluoro-6-methoxyphenyl)-2-oxo-1H-pyrrolo[2,3-c]pyridin-3(2H)-ylidene)ethyl)amino)-1H-pyrazol-1-yl)propanenitrile FC1=C(C(=CC=C1)OC)C=1C=C/2C(=CN1)NC(\C2=C(\C)/NC=2C=NN(C2)[C@@H](C#N)C)=O